7-((N-methyl-1H-1,2,4-triazole-1-carboxamido)methyl)-2-(4-phenoxyphenyl)-4,5,6,7-tetrahydro-pyrazolo[1,5-a]pyrimidine-3-carboxamide CN(C(=O)N1N=CN=C1)CC1CCNC=2N1N=C(C2C(=O)N)C2=CC=C(C=C2)OC2=CC=CC=C2